N1=C(C=CC=C1)N1N=CC2=CC=CC=C12 1-(pyridin-2-yl)-1H-indazole